1-bromo-2-(1-naphthyl)biphenyl BrC1(C(C=CC=C1)C1=CC=CC2=CC=CC=C12)C1=CC=CC=C1